CC(C)C1=NN=C(C2=CC=CC=C12)N 4-propan-2-ylphthalazin-1-amine